N[C@]1([C@H](CCC1)CC)C(=O)OC |r| racemic-methyl (1R,2S)-1-amino-2-ethylcyclopentane-1-carboxylate